(S)-quinuclidin-3-yl (5-(4-(difluoromethoxy)phenyl)-2,3-dihydro-1H-inden-1-yl)carbamate FC(OC1=CC=C(C=C1)C=1C=C2CCC(C2=CC1)NC(O[C@@H]1CN2CCC1CC2)=O)F